3-methyleneheptane C=C(CC)CCCC